5-Bromo-3-((tert-butoxycarbonyl)amino)-1H-indole-1-carboxylic acid tert-butyl ester C(C)(C)(C)OC(=O)N1C=C(C2=CC(=CC=C12)Br)NC(=O)OC(C)(C)C